C1=C(C=CC2=CC=CC=C12)C(=O)N[C@@H](C(=O)N1[C@@H](C[C@@H](C1)N=[N+]=[N-])C(=O)OC)CC1CCCCC1 methyl (2s,4s)-1-((R)-2-(2-naphthoylamino)-3-cyclohexylpropionyl)-4-azidopyrrolidine-2-carboxylate